5-bromo-1,3-benzodioxol-4-amine BrC1=C(C2=C(OCO2)C=C1)N